FC1=C(C(=C(C=C1C1=NN(C2=NC(=NC=C21)N2CCN(C1(COC1)C2)S(=O)(=O)C)C)C(F)(F)F)F)O 2,6-Difluoro-3-(1-methyl-6-(5-(methylsulfonyl)-2-oxa-5,8-diazaspiro[3.5]nonan-8-yl)-1H-pyrazolo[3,4-d]pyrimidin-3-yl)-5-(trifluoromethyl)phenol